C12C(C3CC(CC(C1)C3)C2)CC(=O)NC2=CC3=C(NC(=N3)[C@H](N(C(OC(C)(C)C)=O)C)C3=CC=CC=C3)C=C2 tert-butyl N-[(R)-[5-[[2-(2-adamantyl) acetyl] amino]-1H-benzimidazol-2-yl]-phenyl-methyl]-N-methyl-carbamate